C(C)(C)(C)OC(N[C@@](CN)(CCCC)C)=O (R)-(1-amino-2-methylhexane-2-yl)carbamic acid tert-butyl ester